N-(7-chloro-3-(2-chloro-5-fluorophenyl)-2-(4-methoxybenzyl)-1-oxo-2,3-dihydro-1H-pyrrolo[3,4-f]quinolin-4-yl)-3-fluoro-5-(trifluoromethyl)benzamide ClC1=NC2=CC(=C3C(=C2C=C1)C(N(C3C3=C(C=CC(=C3)F)Cl)CC3=CC=C(C=C3)OC)=O)NC(C3=CC(=CC(=C3)C(F)(F)F)F)=O